FC=1C=C(C=C(C1)F)C=1SC=2C=NC(=CC2N1)NC1=NC(=C(C=C1)C)CN1CCCC1 N-[2-(3,5-Difluorophenyl)-[1,3]thiazolo[5,4-c]pyridin-6-yl]-5-methyl-6-[(pyrrolidin-1-yl)methyl]pyridin-2-amine